Cl.FC1=CC2=C(C(=NO2)C2CCNCC2)C=C1 6-fluoro-3-piperidine-4-yl-1,2-benzisoxazole hydrochloride